2,5-Diphenyl-4-(trifluoromethyl)-5H-indeno[1,2-b]pyridine C1(=CC=CC=C1)C1=CC(=C2C(=N1)C1=CC=CC=C1C2C2=CC=CC=C2)C(F)(F)F